C(C)N1[C@H](C(N(C=2C=NC(=NC12)NCC=1C=NN(C1)CC1=CC=C(C=C1)F)C)=O)C (7S)-8-ethyl-2-(((1-(4-fluorobenzyl)-1H-pyrazol-4-yl)methyl)amino)-5,7-dimethyl-7,8-dihydropteridin-6(5H)-one